C1(CC1)NC(=O)C=1C=NN2C1N=C(C=C2NC)NC2=CC=NN2CCO N-cyclopropyl-5-((1-(2-hydroxyethyl)-1H-pyrazol-5-yl)amino)-7-(methylamino)pyrazolo[1,5-a]pyrimidine-3-carboxamide